2,2-dimethyl-4-oxoazacycloButane-1-yl sulfate 2,2,2-trifluoroacetate salt FC(C(=O)O)(F)F.S(=O)(=O)(ON1C(CC1=O)(C)C)O